1-(2,4-difluorobenzyl)-3-methyl-2-oxo-N-(2,4,6-trifluorobenzyl)-1,2,3,4-tetrahydroquinazoline-7-carboxamide FC1=C(CN2C(N(CC3=CC=C(C=C23)C(=O)NCC2=C(C=C(C=C2F)F)F)C)=O)C=CC(=C1)F